ethyl 2-(6-(3,4-dichlorophenyl)imidazo[1,2-b]pyridazin-2-yl)acetate ClC=1C=C(C=CC1Cl)C=1C=CC=2N(N1)C=C(N2)CC(=O)OCC